methyl 3-[5-(4-fluorophenyl)-2-methyl-1,1-dioxo-7-(trifluoromethyl)-3-(3,3,3-trifluoropropyl)-2,3,4,5-tetrahydro-1lambda6,2,5-benzothiadiazepin-8-yl]oxy-2,2-dimethylpropanoate FC1=CC=C(C=C1)N1CC(N(S(C2=C1C=C(C(=C2)OCC(C(=O)OC)(C)C)C(F)(F)F)(=O)=O)C)CCC(F)(F)F